tert-butyl 2-(1-(4-(cyclohept-1-en-1-yl)thiophen-2-yl)cyclopropyl)-4-oxo-3,5,7,8-tetrahydropyrido[4,3-d]pyrimidine-6(4H)-carboxylate C1(=CCCCCC1)C=1C=C(SC1)C1(CC1)C=1NC(C2=C(N1)CCN(C2)C(=O)OC(C)(C)C)=O